FC(C=1C(=NNC1)C(=O)OCC)(F)F 1-Ethyl 4-(trifluoromethyl)-1H-pyrazole-3-carboxylate